CC1(OB(OC1(C)C)C=1C=C2C=NNC2=C(C1)C#N)C 5-(4,4,5,5-tetramethyl-1,3,2-dioxaborolan-2-yl)-1H-indazole-7-carbonitrile